C(C)C1=C(C=C(C(=O)OC)C=C1)S(NC1=C(C=CC(=C1)S(=O)(=O)C)C1=NC=CC=C1)(=O)=O methyl 4-ethyl-3-(N-(5-(methylsulfonyl)-2-(pyridin-2-yl)phenyl)sulfamoyl)benzoate